5-(1-benzylpiperidin-4-yl)-3-(2-(3,4-dimethoxyphenyl)-3-ethyl-1H-indol-5-yl)-1,2,4-oxadiazole C(C1=CC=CC=C1)N1CCC(CC1)C1=NC(=NO1)C=1C=C2C(=C(NC2=CC1)C1=CC(=C(C=C1)OC)OC)CC